BrC1=CC=C(C=C1)/C=C/C(=O)NCCNC(C1=CC=C(C=C1)OC)=O (E)-N-(2-(3-(4-bromophenyl)acrylamido)ethyl)-4-methoxybenzamide